[Si](C)(C)(C(C)(C)C)OCCN1C(NC2(C1)COC1=C2C=CC=C1)=O (2-((tert-butyldimethylsilyl)oxy)ethyl)-2H-spiro[benzofuran-3,4'-imidazolidin]-2'-one